C1CCC2=C(C=3CCCC3C=C12)NC(=O)N=S(=O)(N)C=1SC=C(C1)CNC N'-((1,2,3,5,6,7-hexahydro-s-indacen-4-yl)carbamoyl)-4-((methylamino)methyl)thiophene-2-sulfonimidamide